(R)-3-((3-(4-amino-7-methylpyrido[3,2-d]pyrimidin-6-yl)phenyl)ethynyl)-3-hydroxy-1-methylpyrrolidin-2-one NC=1C2=C(N=CN1)C=C(C(=N2)C=2C=C(C=CC2)C#C[C@]2(C(N(CC2)C)=O)O)C